O1CC[C@H]([C@H](CC1)O)O cis-oxepane-4,5-diol